CC(CCCCCC)C(C(C(C(=O)[O-])(C(C)CCCCCC)C(C)CCCCCC)(O)C(=O)[O-])C(=O)[O-] Tri(2-octyl)citrat